1-(2,4-difluoro-6-(trifluoromethoxy)benzyl)-3,4-dimethyl-2-oxo-N-(2,4,6-trifluorobenzyl)-1,2,3,4-tetrahydroquinazoline-7-carboxamide FC1=C(CN2C(N(C(C3=CC=C(C=C23)C(=O)NCC2=C(C=C(C=C2F)F)F)C)C)=O)C(=CC(=C1)F)OC(F)(F)F